C1(CCCC1)N1OC(=CC2=C1N=C(N=C2)NC2CCN(CC2)S(=O)(=O)C=C)C#N 8-cyclopentyl-7-oxa-2-((1-(vinylsulfonyl)piperidin-4-yl)amino)-7,8-dihydropyridino[2,3-d]pyrimidine-6-carbonitrile